CN(C)CC=1C=C(C=CC1)NC(=O)NCC1=CC2=C(C(N(C2)C2C(NC(CC2)=O)=O)=O)S1 1-(3-((dimethylamino)methyl)phenyl)-3-((5-(2,6-dioxopiperidin-3-yl)-6-oxo-5,6-dihydro-4H-thieno[2,3-c]pyrrol-2-yl)methyl)urea